ClC1=CC=C(C(=N1)C(=O)O)N[C@H](C)C1=NC(=CC(=C1)C)N1C(OC[C@@H]1CC=1C=2N(C=CC1)N=CC2)=O 6-Chloro-3-(((R)-1-(4-methyl-6-((S)-2-oxo-4-(pyrazolo[1,5-a]pyridin-4-ylmethyl)oxazolidin-3-yl)pyridin-2-yl)ethyl)amino)picolinic acid